N-4-fluorophenyl-N-tosyl-benzamide FC1=CC=C(C=C1)N(C(C1=CC=CC=C1)=O)S(=O)(=O)C1=CC=C(C)C=C1